2,4-diamino-6-butoxy-s-triazine NC1=NC(=NC(=N1)N)OCCCC